3-(4-chlorophenyl)-2-[(5-chloropyrimidin-2-yl)methyl]-4-fluoro-3-{[1-(hydroxymethyl)cyclopropyl]methoxy}-6-(prop-1-en-2-yl)-2,3-dihydro-1H-isoindol-1-one ClC1=CC=C(C=C1)C1(N(C(C2=CC(=CC(=C12)F)C(=C)C)=O)CC1=NC=C(C=N1)Cl)OCC1(CC1)CO